tert-butyl (S)-(3-(7-carbamoyl-5-fluoro-2,3-dimethyl-1H-indol-4-yl)cyclohex-2-en-1-yl)(methyl)carbamate C(N)(=O)C=1C=C(C(=C2C(=C(NC12)C)C)C1=C[C@H](CCC1)N(C(OC(C)(C)C)=O)C)F